N-(2-isopropoxyphenyl)-4-methyl-5-(quinolin-5-yl)nicotinamide formate C(=O)O.C(C)(C)OC1=C(C=CC=C1)NC(C1=CN=CC(=C1C)C1=C2C=CC=NC2=CC=C1)=O